FC1=CC=C(C=C1)N1N=C(C=C1S(=O)C)C(=O)NC1=CC(=C(C=C1)C)C1=CC(=NC(=C1)N1CCOCC1)OCCO 1-(4-fluorophenyl)-N-(3-(2-(2-hydroxyethoxy)-6-morpholinopyridin-4-yl)-4-methylphenyl)-5-(methylsulfinyl)-1H-pyrazole-3-carboxamide